tert-Butyl 4-(9H-pyrido[2,3-b]indol-6-yl)piperazine-1-carboxylate N1=CC=CC2=C1NC1=CC=C(C=C21)N2CCN(CC2)C(=O)OC(C)(C)C